ClC1=C(C=C(OCC(=O)NC23CC(C2)(C3)NC3=NC(=NC=C3)C3=CC=C(C=C3)Cl)C=C1)F 2-(4-chloro-3-fluorophenoxy)-N-(3-{[2-(4-chlorophenyl)pyrimidin-4-yl]amino}bicyclo[1.1.1]pent-1-yl)acetamide